(1s,4s)-4-(6-Cyano-5-methyl-2-oxo-1,2-dihydroquinazolin-3(4H)-yl)-N-(3-methoxy-4-methylphenyl)cyclohexanecarboxamide C(#N)C=1C(=C2CN(C(NC2=CC1)=O)C1CCC(CC1)C(=O)NC1=CC(=C(C=C1)C)OC)C